2-(4-((4-bromo-3,5-difluorophenoxy)difluoromethyl)-3,5-difluorophenyl)-5-propyl-1,3-dioxane BrC1=C(C=C(OC(C2=C(C=C(C=C2F)C2OCC(CO2)CCC)F)(F)F)C=C1F)F